C(C)(=O)OC(COC1=C(C=C(C=C1Cl)C(C)(C)C1=CC=C(C=C1)OCC(CN1C=NC=C1)OC(C)=O)Cl)CCl 1-(4-(2-(4-(2-acetoxy-3-(1H-imidazol-1-yl)propoxy)phenyl)propan-2-yl)-2,6-dichlorophenoxy)-3-chloropropan-2-yl acetate